Cl.N[C@@H](CC1=CC=CC=C1)C(=O)OC(C)(C)C t-butyl L-phenylalaninate hydrochloride